(R)-N-(2-(4-(3-chloro-4-((3,5-difluoropyridin-2-yl)methoxy)-5',6-dimethyl-2-oxo-2H-[1,4'-bipyridyl]-2'-yl)pyrimidin-2-yl)propan-2-yl)acetamide ClC=1C(N(C(=CC1OCC1=NC=C(C=C1F)F)C)C1=CC(=NC=C1C)C1=NC(=NC=C1)C(C)(C)NC(C)=O)=O